BrCC(CNC(OC(C)(C)C)=O)=CF t-Butyl N-[2-(bromomethyl)-3-fluoro-allyl]carbamate